C(C)OCC=1C=C(COCCN)C=CC1 2-(3-(ethoxymethyl)benzyl-oxy)ethanamine